BrC=1N=NN(C1)C(C(=O)OCC)C1CCC1 Ethyl 2-(4-bromo-1,2,3-triazol-1-yl)-2-cyclobutylacetate